ClC1=NC(=NC(=N1)OC)N1CCC(CC1)C(=O)N1OCC[C@H]1C1=NC=CN=C1 [1-(4-chloro-6-methoxy-1,3,5-triazin-2-yl)-4-piperidinyl]-[(3S)-3-pyrazin-2-yl-isoxazolidin-2-yl]methanone